O1C=NC2=C1C=CC(=C2)C2=C(C1=C(CCC2)C=C(C=C1)C(=O)O)C1=CC=C(C=C1)O[C@@H]1CN(CC1)CCCF 6-benzoxazol-5-yl-5-{4-[(S)-1-(3-fluoro-propyl)-pyrrolidin-3-yloxy]-phenyl}-8,9-dihydro-7H-benzocycloheptene-2-carboxylic acid